C1(=CC=CC=C1)C1=CC=C(C=C1)C=CC1=CC=C(C=C1)C1=CC=CC=C1 4,4'-diphenylstilbene